N-(5-(2,3-dihydro-[1,4]dioxino[2,3-b]pyridin-8-yl)-1H-pyrazol-3-yl)-7-fluoro-5-(piperidin-4-yl)-5H-pyrrolo[2,3-b]pyrazin-3-amine O1CCOC2=NC=CC(=C21)C2=CC(=NN2)NC2=CN=C1C(=N2)N(C=C1F)C1CCNCC1